(S)-2-(6-methyl-4-oxopyrrolo[1,2-d][1,2,4]triazin-3(4H)yl)-N-(1-(4-(trifluoromethyl)phenyl)ethyl)acetamide CC1=CC=C2N1C(N(N=C2)CC(=O)N[C@@H](C)C2=CC=C(C=C2)C(F)(F)F)=O